2-Methyl-N-[2-oxo-2-[(2-oxo-spiro[indoline-3,4'-tetrahydropyran]-6-yl)amino]-1-(3-phenyl-cyclobutyl)ethyl]pyrazole-3-carboxamide CN1N=CC=C1C(=O)NC(C(NC1=CC=C2C(=C1)NC(C21CCOCC1)=O)=O)C1CC(C1)C1=CC=CC=C1